4,6-difluoro-N-acetyltryptamine FC=1C=C(C=C2NC=C(CCNC(C)=O)C12)F